2-Cyclopropyl-7-(2-cyclopropyl-benzyl)-5-(4'-difluoromethyl-2'-methoxy-3,4,5,6-tetrahydro-2H-[1,3']bipyridinyl-4-yl)-4-methyl-2,4,5,7-tetrahydro-pyrazolo[3,4-d]pyrimidin-6-one C1(CC1)N1N=C2N(C(N(C(C2=C1)C)C1CCN(CC1)C=1C(=NC=CC1C(F)F)OC)=O)CC1=C(C=CC=C1)C1CC1